O=C1N(CCC1)C1=CC=C(C=C1)C=1C=C(C=NC1)C1=C2C(=NC=C1)NC(=C2)C(=O)NC2=CC=NC=C2 4-(5-(4-(2-oxopyrrolidin-1-yl)phenyl)pyridin-3-yl)-N-(pyridin-4-yl)-1H-pyrrolo[2,3-b]pyridine-2-carboxamide